Cl.Cl.ClC1=CC=C(C=C1)C=1N=C2N(C=CC=C2)C1CN1CC2COCC(C1)N2 7-{[2-(4-Chlorophenyl)imidazo-[1,2-a]pyridin-3-yl]methyl}-3-oxa-7,9-diazabicyclo[3.3.1]nonan-Dihydrochlorid